OC1=C(N)C=CC=C1 o-hydroxyl-aniline